(1R,5R,9S)-4,11,11-trimethyl-8-methylenebicyclo[7.2.0]undec-3-ene-5-ol CC1=CC[C@H]2C(C[C@@H]2C(CC[C@H]1O)=C)(C)C